C(C(C)C)NC(=CC(CC)=O)C 5-(isobutylamino)-4-hexene-3-one